(1R,3R)-3-({6-[2-(5-chloro-2-methoxypyridine-3-sulfonylamino)-3,5-difluoropyridin-4-yl]quinazolin-2-yl}amino)-N-methylcyclopentane-1-carboxamide ClC=1C=C(C(=NC1)OC)S(=O)(=O)NC1=NC=C(C(=C1F)C=1C=C2C=NC(=NC2=CC1)N[C@H]1C[C@@H](CC1)C(=O)NC)F